ethylenediaminetetraacetic acid manganese disodium salt [Na+].[Na+].[Mn+2].C(CN(CC(=O)[O-])CC(=O)[O-])N(CC(=O)[O-])CC(=O)[O-]